C(#CCC)OC#CCC dibut-1-ynyl ether